C1(CC1)C=1C(=NC(=NC1OC1=CC=C(C=C1)C1CCN(CC1)C)NS(=O)(=O)C=1C=NN(C1)C)C1=C(C=CC=C1C)C N-[5-Cyclopropyl-4-(2,6-dimethylphenyl)-6-[4-(1-methyl-4-piperidyl)phenoxy]pyrimidin-2-yl]-1-methyl-pyrazole-4-sulfonamide